OCC=1C=C2CCN(CC2=CN1)C(=O)OC(C)(C)C tert-butyl 6-(hydroxymethyl)-3,4-dihydro-1H-2,7-naphthyridine-2-carboxylate